N=1C=NN2C1C=C(C=C2)OC2=C(C=C(C=C2)NC2=NC=NN1C2=C(C=C1)C1C(CNCC1)(F)F)C N-(4-([1,2,4]triazolo[1,5-a]pyridin-7-yloxy)-3-methylphenyl)-5-(3,3-difluoropiperidin-4-yl)pyrrolo[2,1-f][1,2,4]triazin-4-amine